C(C)OC(\C=C(\CC)/NCC1=CC=C(C=C1)OC)=O (2Z)-3-{[(4-methoxyphenyl)methyl]amino}pent-2-enoic acid ethyl ester